CC1CC=CC(C12CCCC(C2OC(C)=O)(C)C)C acetic acid 1,5,10,10-tetramethylspiro[5.5]undec-3-en-11-yl ester